ClC1=CC=C(C=C1)/C=C/C=1C=C(C=CC1OC)NS(=O)(=O)C1CC1 N-[3-[(E)-2-(4-chlorophenyl)ethenyl]-4-methoxy-phenyl]cyclopropanesulfonamide